(E)-1-(2-(2-(2-methoxyethoxy)ethoxy)ethyl)-3,3-dimethylindol COCCOCCOCCN1CC(C2=CC=CC=C12)(C)C